2-phenyl-9-[4-(9-phenyl-1,10-phenanthroline-2-yl)phenyl]-1,10-phenanthroline C1(=CC=CC=C1)C1=NC2=C3N=C(C=CC3=CC=C2C=C1)C1=CC=C(C=C1)C1=NC2=C3N=C(C=CC3=CC=C2C=C1)C1=CC=CC=C1